CNC1=NC(=NC2=C(NN=C12)C1=NN(C=C1)C)Cl N-methyl[5-chloro-3-(1-methyl-3-pyrazolyl)-2H-1,2,4,6-tetraazainden-7-yl]amine